1-(3-(((1-(((1,1,1,3,3,3-Hexafluoropropan-2-yl)oxy)carbonyl)-4-methylpiperidin-4-yl)oxy)methyl)-5-(trifluoromethyl)phenyl)piperidine-4-carboxylic acid FC(C(C(F)(F)F)OC(=O)N1CCC(CC1)(C)OCC=1C=C(C=C(C1)C(F)(F)F)N1CCC(CC1)C(=O)O)(F)F